IC1=CC=C(C=C1)C1N(CCC(C1)N1C(NC2=C1C=CC=C2NC)=O)C(=O)N (4-iodophenyl)-4-[4-(methylamino)-2-oxo-2,3-dihydro-1H-1,3-benzodiazol-1-yl]piperidine-1-carboxamide